ClC1=CC=C(C=C1)N1N=NC(=C1)CN1C(O[C@]2(C1)C[C@H](CCC2)CN2C=NC1=C2C=C(C=C1)C#N)=O 1-[((5s,7s)-3-{[1-(4-chlorophenyl)-1H-1,2,3-triazol-4-yl]methyl}-2-oxo-1-oxa-3-azaspiro[4.5]decan-7-yl)methyl]-1H-benzimidazole-6-carbonitrile